4-(5-amino-2-methylphenyl)-1-methylpyrrolidin-2-one NC=1C=CC(=C(C1)C1CC(N(C1)C)=O)C